6-chloro-5'-(5-chloro-2-methylphenyl)-2'-(2,4-dimethoxypyrimidin-5-yl)-3'-isopropyl-3'H-spiro[indoline-3,4'-pyrrolo[3,4-d]imidazole]-2,6'(5'H)-dione ClC1=CC=C2C(=C1)NC(C21N(C(C=2N=C(N(C21)C(C)C)C=2C(=NC(=NC2)OC)OC)=O)C2=C(C=CC(=C2)Cl)C)=O